4,5-dibromothiazole BrC=1N=CSC1Br